2-(bis(3-chloro-4-fluorophenyl)methyl)-5-((methylsulfonyl)methyl)-1-((2-(trimethylsilyl)eth-oxy)methyl)-1H-imidazole ClC=1C=C(C=CC1F)C(C=1N(C(=CN1)CS(=O)(=O)C)COCC[Si](C)(C)C)C1=CC(=C(C=C1)F)Cl